(R)-2-methyl-N-[(2S)-4-methylpentan-2-yl]-2-propanesulfinamide CC(C)(C)[S@@](=O)N[C@@H](C)CC(C)C